FC(C1=CC=C(C=C1)C/C=C/C=1C=C2C(=CNC2=CC1)NC(=O)C1CC1)(F)F (E)-N-(5-(3-(4-(trifluoromethyl)phenyl)prop-1-en-1-yl)-1H-indol-3-yl)cyclopropanecarboxamide